5-bromo-N-(3-methoxy-2,6-dimethyl-phenyl)-2-methylsulfanyl-pyrimidin-4-amine BrC=1C(=NC(=NC1)SC)NC1=C(C(=CC=C1C)OC)C